4,4a-dimethyl-6-prop-1-en-2-yl-3,4,5,6,7,8-hexahydronaphthalen-2-one CC1CC(C=C2CCC(CC12C)C(=C)C)=O